CN(C1CCNCC1)C 4-(dimethylamino)-piperidine